(3S,3aS,6aR)-N-[(5-bromo-4-isoquinolyl)-cyano-methyl]-2-[(2S)-3,3-dimethyl-2-[(2,2,2-trifluoroacetyl)amino]butanoyl]-3,3a,4,5,6,6a-hexahydro-1H-cyclopenta[c]pyrrole-3-carboxamide BrC1=C2C(=CN=CC2=CC=C1)C(NC(=O)[C@@H]1[C@@H]2[C@H](CN1C([C@H](C(C)(C)C)NC(C(F)(F)F)=O)=O)CCC2)C#N